tert-butyl (3-((2,6-bis(hydroxymethyl)pyridin-4-yl)oxy)propyl)carbamate OCC1=NC(=CC(=C1)OCCCNC(OC(C)(C)C)=O)CO